(3S)-1-[3-[4-[5-(Trifluoromethyl)pyrazin-2-yl]oxyphenyl]azetidine-1-carbonyl]pyrrolidine-3-carboxamide FC(C=1N=CC(=NC1)OC1=CC=C(C=C1)C1CN(C1)C(=O)N1C[C@H](CC1)C(=O)N)(F)F